C1(=CC=CC=C1)C(SC(CO)(F)F)(C1=CC=CC=C1)C1=CC=CC=C1 2-triphenylmethylthio-2,2-difluoroethanol